(4-(8-((2-cyclopropyl-5-ethoxy-4'-fluoro-[1,1'-biphenyl]-4-yl)methyl)-2-oxo-1-oxa-3,8-diazaspiro[4.5]decan-3-yl)benzyl)phosphonic acid C1(CC1)C1=C(C=C(C(=C1)CN1CCC2(CN(C(O2)=O)C2=CC=C(CP(O)(O)=O)C=C2)CC1)OCC)C1=CC=C(C=C1)F